2-methyl-1,4-dimethoxynaphthalene CC1=C(C2=CC=CC=C2C(=C1)OC)OC